3-(4-(4-(1-(4-(4-chlorophenoxy)phenyl)-2-cyclohexyl-1H-imidazol-4-yl)piperidin-1-yl)butyl)-1H-indole-5-carbonitrile ClC1=CC=C(OC2=CC=C(C=C2)N2C(=NC(=C2)C2CCN(CC2)CCCCC2=CNC3=CC=C(C=C23)C#N)C2CCCCC2)C=C1